C(C)C1=CC=C(OCCCCC(=O)NC2=C(C(=O)NC3=C(C(=O)O)C=CC=C3)C=CC=C2)C=C1 2-(2-(5-(4-ethylphenoxy)pentanoylamino)benzoylamino)benzoic acid